The molecule is a tetrachlorobiphenyl that is 1,3,5-trichlorobenzene in which one of the hydrogens is replaced by a p-chlorophenyl group. It is a tetrachlorobiphenyl, a trichlorobenzene and a member of monochlorobenzenes. C1=CC(=CC=C1C2=C(C=C(C=C2Cl)Cl)Cl)Cl